1-(4-(3-hydroxypropyl)-3-methylphenyl)-3-(3-isopropyl-6-(trifluoromethyl)benzo[b]thiophen-2-yl)propan-1-ol OCCCC1=C(C=C(C=C1)C(CCC1=C(C2=C(S1)C=C(C=C2)C(F)(F)F)C(C)C)O)C